t-octyl-lithium C(C)(C)(CC(C)(C)C)[Li]